FC=1C=C(C=CC1N1CCN(CC1)C)NC=1N=C(C2=C(N1)COC2)OC=2C=C(C=CC2)NC(C=C)=O N-(3-((2-((3-fluoro-4-(4-methylpiperazin-1-yl)phenyl)amino)-5,7-dihydrofuro[3,4-d]pyrimidin-4-yl)oxy)phenyl)acrylamide